CN1N=C(C(=C1)OC1CC2(CNC2)C1)C(F)(F)F 6-[1-methyl-3-(trifluoromethyl)pyrazol-4-yl]oxy-2-azaspiro[3.3]heptane